NC1=C(C=C(C(=C1)C#N)F)C1=CC(=CC=C1)F 2-amino-3',5-difluoro-[1,1'-biphenyl]-4-carbonitrile